ClC=1C(=NC(=NC1)NC1CCOCC1)C1=CC=C2CN(C(C2=C1)=O)CC(=O)N1CCC(CC1)(F)F 6-{5-chloro-2-[(oxan-4-yl)amino]pyrimidin-4-yl}-2-[2-(4,4-difluoropiperidin-1-yl)-2-oxoethyl]-2,3-dihydro-1H-isoindol-1-one